C1(=CC=CC=C1)C=1N=C2N(C=CC3=C2NC2=CC=CC=C32)C1 2-Phenyl-11H-imidazo[1',2':1,2]pyrido[3,4-b]indole